ClC1=C(C=CC=C1)[C@@H]1C[C@@H](C=2N1N=C(N2)S(=O)(=O)C(F)(F)F)F (5s,7s)-5-(2-chlorophenyl)-7-fluoro-2-(trifluoromethylsulfonyl)-6,7-dihydro-5H-pyrrolo[1,2-b][1,2,4]triazole